CN(C1CC2CCC(C1)N2C(=O)OC(C)(C)C)C=2N=NC(=CC2)C=2C=CC(=C1C=NNC21)C2=CN(C(C=C2)=O)C tert-butyl (exo)-3-[methyl({6-[4-(1-methyl-6-oxopyridin-3-yl)-1H-indazol-7-yl]pyridazin-3-yl})amino]-8-azabicyclo[3.2.1]octane-8-carboxylate